N[C@H](C(=O)O)CC(=O)NC1=NC(N(C=C1)[C@@H]1O[C@@H]([C@H]([C@@H]1O)O)CO)=O (S)-2-amino-4-((1-((2r,3S,4S,5r)-3,4-dihydroxy-5-(hydroxymethyl)tetrahydrofuran-2-yl)-2-oxo-1,2-dihydropyrimidin-4-yl)amino)-4-oxobutanoic acid